N-[(1S)-1-(dicyclopropylmethyl)-2-oxo-2-[[1-[1-(6-oxo-1H-pyridazin-5-yl)ethyl]pyrazol-4-yl]amino]ethyl]-2-isopropyl-pyrazole-3-carboxamide C1(CC1)C([C@@H](C(NC=1C=NN(C1)C(C)C1=CC=NNC1=O)=O)NC(=O)C=1N(N=CC1)C(C)C)C1CC1